ClC1=C(C=CC=2C3=C(NC12)CCN(C3)C(=O)C3=NC=C(C=N3)O)Cl (6,7-dichloro-1,3,4,5-tetrahydro-2H-pyrido[4,3-b]indol-2-yl)(5-hydroxypyrimidin-2-yl)methanone